FC(C=1C=C(C=NC1)OC1CC2(CC1)CCN(CC2)C(=O)OC(C)(C)C)(F)F tert-butyl 2-((5-(trifluoromethyl)pyridin-3-yl)oxy)-8-azaspiro[4.5]decane-8-carboxylate